3-methoxy-5-((tetrahydrofuran-3-yl)oxy)aniline COC=1C=C(N)C=C(C1)OC1COCC1